1-[1-[(4-methylphenyl)methyl]pyrrolidin-3-yl]methanamine CC1=CC=C(C=C1)CN1CC(CC1)CN